4-(7-fluoro-3-((1-(methylsulfanyl)-3-(1,5-naphthyridin-4-yl)-3-oxoprop-1-en-1-yl)amino)-5H-pyrrolo[2,3-b]pyrazin-5-yl)piperidine-1-carboxylic acid tert-butyl ester C(C)(C)(C)OC(=O)N1CCC(CC1)N1C=C(C=2C1=NC(=CN2)NC(=CC(=O)C2=CC=NC1=CC=CN=C21)SC)F